C(C1=CC=CC=C1)(=O)N1C[C@@H](N(C[C@@H]1C)C(=O)C1=NN2C(N=CC=C2C2=CC(=C(C=C2)OC)OC)=C1)C ((2S,5S)-4-benzoyl-2,5-dimethylpiperazin-1-yl)(7-(3,4-dimethoxyphenyl)pyrazolo[1,5-a]pyrimidin-2-yl)methanone